The molecule is a 4-oxo monocarboxylic acid that is (Z)-pent-2-enoic acid in which the 4-position has been oxidised to the corresponding ketone. It derives from a pent-2-enoic acid. CC(=O)/C=C\\C(=O)O